FC1=C(C(=O)OC)C=CC(=C1)CS(=O)(=O)CCO methyl 2-fluoro-4-(((2-hydroxyethyl)sulfonyl)methyl)benzoate